(±)-N-(3-chloro-4-cyanophenyl)-6,7,8,9-tetrahydro-5H-5,8-epiminocyclohepta[d]pyrimidine-10-carboxamide ClC=1C=C(C=CC1C#N)NC(=O)N1C2CCC1CC=1N=CN=CC12